(S)-4-(7-(difluoromethyl)-imidazo[1,2-a]pyridin-3-yl)-7-((5-(3-hydroxytetra-hydrofuran-3-yl)pyridin-2-yl)amino)isoindolin-1-one FC(C1=CC=2N(C=C1)C(=CN2)C2=C1CNC(C1=C(C=C2)NC2=NC=C(C=C2)[C@@]2(COCC2)O)=O)F